N-ethylaminoisobutyltrimethoxysilane C(C)NCO[Si](OC)(OC)CC(C)C